(4-(3-(4-(8-chloro-5,6-dihydro-11H-benzo[5,6]cyclohepta[1,2-b]pyridin-11-ylidene)piperidin-1-yl)-2-hydroxypropoxy)phenyl)carbamic acid tert-butyl ester C(C)(C)(C)OC(NC1=CC=C(C=C1)OCC(CN1CCC(CC1)=C1C2=C(CCC=3C1=NC=CC3)C=C(C=C2)Cl)O)=O